ClC1=NC=C(C(=C1)C(=O)NCC(F)(F)C1=C(C=C(C=C1)C1CCCC1)Cl)OC1=CC(=CC=C1)C(F)F 2-chloro-N-[2-(2-chloro-4-cyclopentyl-phenyl)-2,2-difluoro-ethyl]-5-[3-(difluoromethyl)phenoxy]pyridine-4-carboxamide